C1(CCCC1)C1(CC=CC=C1)NC1=C(C=CC=C1)N 1-cyclopentylphenyl-o-phenylenediamine